C(C1=CC=CC=C1)OC(=O)OC(CCC(=O)[O-])CCCCCCC.[Na+] Sodium 4-(benzyloxy carbonyloxy)undecanoate